1-[1-(5-chloropyridin-2-yl)-1H-imidazo[4,5-b]pyridin-2-yl]ethanamine ClC=1C=CC(=NC1)N1C(=NC2=NC=CC=C21)C(C)N